4,6-dimethyl-N-(4-methylpiperidin-4-yl)pyrimidin-2-amine CC1=NC(=NC(=C1)C)NC1(CCNCC1)C